CC1=C(OC2=C1C=C(C=C2)S(N(CCC2=CC=CC=C2)CC2=C(C=C(C=C2)C#N)F)(=O)=O)C(=O)O 3-methyl-5-(N-(2-fluoro-4-cyanobenzyl)-N-phenethylsulfamoyl)benzofuran-2-carboxylic acid